CC1=NN(C(=C1C1=CC(=CC2=C1N=CS2)C)C)COCC[Si](C)(C)C 4-(3,5-dimethyl-1-{[2-(trimethylsilyl)ethoxy]methyl}-1H-pyrazol-4-yl)-6-methyl-1,3-benzothiazole